(2-hydroxyethanesulphonyl)-phenylazol OCCS(=O)(=O)C1=C(NC=C1)C1=CC=CC=C1